Rac-N-methyl-4-[(2S,5R)-5-methyl-2-piperidyl]aniline CNC1=CC=C(C=C1)[C@H]1NC[C@@H](CC1)C |r|